C(C1=CC=CC=C1)C=1C=CC=2N(N1)C(=CN2)C2=CC=C(C=C2)CO [4-(6-benzylimidazo[1,2-b]pyridazin-3-yl)phenyl]methanol